FC=1C=C(C=C(C1)F)[C@@H]1CC[C@H]2OC3(C(N21)=O)CCN(CC3)C(=O)C3=NC2=CC=CC=C2N=C3 (5'S,7a'R)-5'-(3,5-difluorophenyl)-1-(quinoxaline-2-carbonyl)tetrahydro-3'H-spiro[piperidine-4,2'-pyrrolo[2,1-b][1,3]-oxazol]-3'-one